3-((S)-2,2-di((Z)-octadec-9-en-1-yl)-1,3-dioxolan-4-yl)propan-1-ol trans-tert-butyl-(4-(4-(4-chlorophenyl)oxazol-2-yl)cyclohexyl)carbamate C(C)(C)(C)N(C(=O)OCCC[C@@H]1OC(OC1)(CCCCCCCC\C=C/CCCCCCCC)CCCCCCCC\C=C/CCCCCCCC)[C@@H]1CC[C@H](CC1)C=1OC=C(N1)C1=CC=C(C=C1)Cl